ClC1=C(C=CC=C1)CN1N=C(C=C1C1=CC=C2C=CN(C2=C1)C)CO [1-[(2-chlorophenyl)methyl]-5-(1-methyl-1H-indol-6-yl)-1H-pyrazol-3-yl]methanol